5-((5-(4-(difluoromethoxy)phenyl)oxazol-2-yl)amino)pyridinecarbonitrile FC(OC1=CC=C(C=C1)C1=CN=C(O1)NC=1C=CC(=NC1)C#N)F